3,6-dimethylpicolinic acid CC=1C(=NC(=CC1)C)C(=O)O